CC(C)NC(=O)O[C@H]1C[C@H](CC1)C=1NN=C(C1)NC=1C=CC2=C(C(CS2(=O)=O)(C)C)C1 (1R,3S)-3-{5-[(3,3-dimethyl-1,1-dioxo-2,3-dihydro-1λ6-benzothiophen-5-yl)amino]-2H-pyrazol-3-yl}cyclopentyl (prop-2-ylamino)methanoate